N-[1-(cyclopropylcarbonyl)piperidin-4-yl]-5-fluoro-4-(3-oxo-5,6,7,8-tetrahydro[1,2,4]triazolo[4,3-a]pyridin-2(3H)-yl)-2-[(2S)-pent-2-yloxy]benzamide C1(CC1)C(=O)N1CCC(CC1)NC(C1=C(C=C(C(=C1)F)N1N=C2N(CCCC2)C1=O)O[C@@H](C)CCC)=O